C(C)(=O)NC(=O)C=1C(=C2C3=C(C(OC2=CC1CCCCC)(C)C)C=CC(=C3)C)O N-acetyl-1-hydroxy-6,6,9-trimethyl-3-pentyl-6H-benzo[c]chromene-2-carboxamide